CC1=CC(=NC2=CC=CC=C12)NC1=NC(=NC=C1C(F)(F)F)N[C@@H]1CNCCC1 (S)-N4-(4-methylquinolin-2-yl)-N2-(piperidin-3-yl)-5-(trifluoromethyl)pyrimidine-2,4-diamine